C(C)(C)(C)C=1NC=2N(C(C1)=O)N=CC2C2=CC=C(C=C2)C 5-(tert-butyl)-3-(p-tolyl)pyrazolo[1,5-a]pyrimidin-7(4H)-one